(1s,4s)-4-(2-(3,3-difluorocyclobutylamino)-8-(2,4,6-trifluorophenylamino)-9H-purin-9-yl)cyclohexanecarboxamide FC1(CC(C1)NC1=NC=C2N=C(N(C2=N1)C1CCC(CC1)C(=O)N)NC1=C(C=C(C=C1F)F)F)F